[Li].C(CCCCCCCCCCC)C1=CC=CC=C1 dodecylbenzene lithium